2-(2-oxabicyclo[2.2.1]heptan-4-yl)-7-isopropoxy-N-(pyrazolo[1,5-a]pyrimidin-3-yl)imidazo[1,2-a]pyridine-6-carboxamide C12OCC(CC1)(C2)C=2N=C1N(C=C(C(=C1)OC(C)C)C(=O)NC=1C=NN3C1N=CC=C3)C2